2-(4-Bromophenyl)-N-(3-fluorophenyl)-2-hydroxyacetamide BrC1=CC=C(C=C1)C(C(=O)NC1=CC(=CC=C1)F)O